S(CCC(C(=O)O)(C)C1=CC(=C(C(=C1)C(C)(C)C)O)C(C)(C)C)CCC(C(=O)O)(C)C1=CC(=C(C(=C1)C(C)(C)C)O)C(C)(C)C.FC1=NC=C(C(=C1)C1=NC(=CC=C1C(C)O)N1C=NC2=C1C=CC(=C2)NC=2N=NC(=CC2)C)C 1-[2-(2-fluoro-5-methyl-4-pyridinyl)-6-[5-[(6-methylpyridazin-3-yl)amino]benzimidazol-1-yl]-3-pyridinyl]ethanol thiodiethylene-bis[(3,5-di-tert-butyl-4-hydroxyphenyl)propionate]